FC(CCN1C\C(\CC1)=C/C1=CC=C(C=C1)B1OC(C(O1)(C)C)(C)C)F (3Z)-1-(3,3-difluoropropyl)-3-[[4-(4,4,5,5-tetramethyl-1,3,2-dioxaborolan-2-yl)phenyl]methylene]pyrrolidine